C1(CC1)S(=O)(=O)NC1=NC=CC(=N1)C1(CC1)C(=O)NC1=CC=C(C=C1)C1=NC(=CN=C1)OCC 1-(2-(cyclopropanesulfonamido)pyrimidin-4-yl)-N-(4-(6-ethoxypyrazin-2-yl)phenyl)cyclopropanecarboxamide